CC1=NC=C2N1C1=CC(=CC=C1NC2=O)C(=O)OC Methyl 1-methyl-4-oxo-5H-imidazo[1,5-a]quinoxaline-8-carboxylate